4-(5-chloro-1-(4-cyclopropylbutyl)-3-(isothiazole-4-carboxamido)-1H-pyrazolo[3,4-b]pyridin-6-yl)phenyl (3-(dimethylamino)propyl)carbamate CN(CCCNC(OC1=CC=C(C=C1)C1=C(C=C2C(=N1)N(N=C2NC(=O)C=2C=NSC2)CCCCC2CC2)Cl)=O)C